ClC=1C=C2CC(COC2=CC1)C=O (6-chlorochroman-3-yl)methanone